C(C)(C)C1=CC(=NN1)C(=O)N1CC(C1)C1=NC(=CC(=C1)C=1C=NN(C1)C)C (5-Isopropyl-1H-pyrazol-3-yl)(3-(6-methyl-4-(1-methyl-1H-pyrazol-4-yl)pyridin-2-yl)azetidin-1-yl)methanone